hexamethylenediamine trifluoroacetate FC(C(=O)O)(F)F.NCCCCCCN